C(C)SC1=NC(N(C(N1CC1=C(C=C(C(=C1)F)F)F)=O)CC1=NN(C=N1)C)=O 6-(ethylthio)-3-((1-methyl-1H-1,2,4-triazol-3-yl)methyl)-1-(2,4,5-trifluorobenzyl)-1,3,5-triazine-2,4(1H,3H)-dione